3-[3-[2-amino-4-(trifluoromethyl)anilino]pyrazin-2-yl]-4H-1,2,4-oxadiazol-5-one NC1=C(NC=2C(=NC=CN2)C2=NOC(N2)=O)C=CC(=C1)C(F)(F)F